4-((2S,4R)-1-((5-Methoxy-7-methyl-1H-indazol-4-yl)methyl)-4-methylpiperidin-2-yl)benzoic Acid COC=1C(=C2C=NNC2=C(C1)C)CN1[C@@H](C[C@@H](CC1)C)C1=CC=C(C(=O)O)C=C1